7-Bromo-1-(2-chlorophenyl)-6-fluoro-4-(methylamino)quinazolin-2(1H)-one BrC1=C(C=C2C(=NC(N(C2=C1)C1=C(C=CC=C1)Cl)=O)NC)F